Methyl-(S,E)-(7-(dimethylamino)-1-((1-((6-isopentyl-9H-purin-8-yl)methyl)-2-oxo-1,2-dihydropyridin-3-yl)amino)-1,7-dioxohept-5-en-2-yl)carbamat COC(N[C@H](C(=O)NC=1C(N(C=CC1)CC=1NC2=NC=NC(=C2N1)CCC(C)C)=O)CC\C=C\C(=O)N(C)C)=O